C(C1=CC=CC=C1)OC1=C(C(=CC(=C1)C(F)F)O)C(=O)N1CCC2=C(CC1)C=C(C=C2)OC2CCN(CC2)C (2-(Benzyloxy)-4-(difluoromethyl)-6-hydroxyphenyl)(7-((1-methylpiperidin-4-yl)oxy)-1,2,4,5-tetrahydro-3H-benzo[d]azepin-3-yl)methanone